C(#C)C1=CC=C(C=C1)CCCCC 1-ethynyl-4-pentylbenzene